5-(4-Bromobenzoyl)-4-(3,6-difluoro-2-methylphenyl)-1-methylpyrrole-3-carboxylic acid BrC1=CC=C(C(=O)C2=C(C(=CN2C)C(=O)O)C2=C(C(=CC=C2F)F)C)C=C1